8-acetyl-2-(cyclopropylmethyl)-3,6-dimethylquinazolin-4(3H)-one C(C)(=O)C=1C=C(C=C2C(N(C(=NC12)CC1CC1)C)=O)C